N1CC(C1)OC1=CC=C2C=C(C(=C(C2=C1)F)N1CC(NS1(=O)=O)=O)OCC1=CC=CC=C1 5-[7-(azetidin-3-yloxy)-3-benzyloxy-1-fluoro-2-naphthyl]-1,1-dioxo-1,2,5-thiadiazolidin-3-one